FC=1C=C(C(=C(C1)N1C(C2=CC=3CC(CC3N2CC1)(C)C)=O)C)B1OC(C(O1)(C)C)(C)C 10-[5-fluoro-2-methyl-3-(4,4,5,5-tetramethyl-1,3,2-dioxaborolan-2-yl)phenyl]-4,4-dimethyl-1,10-diazatricyclo[6.4.0.0^{2,6}]dodeca-2(6),7-dien-9-one